C(C)(=O)N1CCC(CC1)CN1C(C(=CC1=O)C1=CC=CC=C1)=O 1-((1-acetylpiperidin-4-yl)methyl)-3-phenyl-1H-pyrrole-2,5-dione